COC1=CC=C(CN2C(C(CCC2=O)N2C(C3=CC=C(C=C3C2)\C=C\C(=O)C2=NC(=CC=C2)OC)=O)=O)C=C1 (E)-1-(4-methoxybenzyl)-3-(5-(3-(6-methoxypyridin-2-yl)-3-oxoprop-1-en-1-yl)-1-oxoisoindolin-2-yl)piperidine-2,6-dione